C(C)(C)(C)OC(=O)NC1CCN(CC1)S(=O)(=O)C=1C=C(CC(C(=O)OCC)CC)C=CC1 ethyl 2-(3-((4-((tert-butoxycarbonyl)amino)piperidin-1-yl)sulfonyl)benzyl)-butanoate